3-(3-chloro-4-fluorophenyl)-1-(4-methoxyphenyl)-1-((5,6,8,9-tetrahydro-[1,2,4]triazolo[4,3-d][1,4]oxazepin-3-yl)methyl)urea ClC=1C=C(C=CC1F)NC(N(CC1=NN=C2N1CCOCC2)C2=CC=C(C=C2)OC)=O